1,2,3,4,5,6,7,8-octafluoro-9,10-bis[4-(trifluoromethyl)phenyl]anthracene tert-Butyl-4-[(R)-(5-chloro-2-pyridyl)-phenyl-methyl]-4-hydroxy-piperidine-1-carboxylate C(C)(C)(C)OC(=O)N1CCC(CC1)(O)[C@H](C1=CC=CC=C1)C1=NC=C(C=C1)Cl.FC1=C(C(=C(C2=C(C3=C(C(=C(C(=C3C(=C12)C1=CC=C(C=C1)C(F)(F)F)F)F)F)F)C1=CC=C(C=C1)C(F)(F)F)F)F)F